C(C1=CC=CC=C1)OC1=C(NC=C(C1=O)C(NCC1=C(C=C(C=C1)F)F)=O)C(=O)[O-] 3-(benzyloxy)-5-((2,4-difluorobenzyl) carbamoyl)-4-oxo-1,4-dihydropyridine-2-carboxylate